CN1N=C(C2=CC=CC=C12)C(=O)N1CCC(CC1)C1=C(C=CC=C1)C(F)(F)F (1-methyl-1H-indazol-3-yl)(4-(2-(trifluoromethyl)phenyl)piperidin-1-yl)methanone